3-Methyl-2-oxo-1-(5-((4-oxo-3,4-dihydrophthalazin-1-yl)methyl)pyridin-3-yl)indolin-3-ylacetat CC1(C(N(C2=CC=CC=C12)C=1C=NC=C(C1)CC1=NNC(C2=CC=CC=C12)=O)=O)CC(=O)[O-]